1-(9-(4-amino-5-(6-cyclopropoxy-5-fluoropyridin-3-yl)-7-methyl-7H-pyrrolo[2,3-d]pyrimidin-6-yl)-3-azaspiro[5.5]undec-8-en-3-yl)prop-2-en-1-one NC=1C2=C(N=CN1)N(C(=C2C=2C=NC(=C(C2)F)OC2CC2)C2=CCC1(CCN(CC1)C(C=C)=O)CC2)C